8-(3-hydroxy-3-methylbut-1-yn-1-yl)-6H-benzo[c]chromen-6-one OC(C#CC=1C=CC2=C(C(OC3=CC=CC=C23)=O)C1)(C)C